CN(/C=C/C=O)C (E)-3-(dimethylamino)prop-2-enal